CCC\C=C/CCCCC (Z)-dec-4-en